OC1=CC(=CC=2OC3=CC=CC=C3C(C12)=O)C1=C(C(=O)O)C=CC=C1 (1-hydroxy-9-oxo-9H-xanthen-3-yl)benzoic acid